CS(=O)(=O)C=1C=C(C=C(C1)C(F)(F)F)N1C(N(C(C1)=O)C12CCC(CC1)(C2)OC=2C1=C(N=CN2)NC=C1)=O 1-[3-(methylsulfonyl)-5-(trifluoromethyl)phenyl]-3-[4-(7H-pyrrolo[2,3-d]pyrimidin-4-yloxy)bicyclo[2.2.1]hept-1-yl]-2,4-imidazolidinedione